5-[2-(4-fluorophenyl)-5h,6h,7h-pyrrolo[3,4-d]pyrimidine-6-carbonyl]-6-methyl-N-(1-methylcyclopropyl)furo[2,3-d]pyrimidin-4-amine FC1=CC=C(C=C1)C=1N=CC2=C(N1)CN(C2)C(=O)C2=C(OC=1N=CN=C(C12)NC1(CC1)C)C